3-(6-(8-methyl-4-oxo-4H-pyrimido[1,2-b]pyridazin-7-yl)-5,6,7,8-tetrahydro-1,6-naphthyridin-3-yl)thiophene-2-carbaldehyde CC1=CC=2N(N=C1N1CC=3C=C(C=NC3CC1)C1=C(SC=C1)C=O)C(C=CN2)=O